(R)-3-(4-amino-6-(trifluoromethyl)pyrido[3,4-d]pyrimidin-8-yl)-2,4-dimethylphenol NC=1C2=C(N=CN1)C(=NC(=C2)C(F)(F)F)C=2C(=C(C=CC2C)O)C